CC1=CC=C(C=N1)[C@@H](CC)NC(OC1=CC=CC=C1)=O Phenyl N-((R)-1-(6-methylpyridin-3-yl)propyl)carbamate